[Si](C)(C)(C(C)(C)C)OC(C)(C)C=1C=C(C=NC1OC)C1CN(CCC1=O)C(=O)OC(C)(C)C tert-butyl 3-(5-(2-(tert-butyl dimethylsilyloxy)propan-2-yl)-6-methoxypyridin-3-yl)-4-oxopiperidine-1-carboxylate